(E)-ethyl 7-hydroxy-2-oxo-6-styryl-2H-chromene-3-carboxylate OC1=C(C=C2C=C(C(OC2=C1)=O)C(=O)OCC)\C=C\C1=CC=CC=C1